C(CCCCCCCCCCCCC)(=O)OCCOC(CCCCCCCCCCCCC)=O ethylene bis-myristate